(3s,4s)-N-(3,5-bis(trifluoromethyl)benzyl)-1-(1-(2-hydroxyacetyl)piperidine-4-carbonyl)-N-methyl-3-(o-tolyl)piperidine-4-carboxamide FC(C=1C=C(CN(C(=O)[C@@H]2[C@H](CN(CC2)C(=O)C2CCN(CC2)C(CO)=O)C2=C(C=CC=C2)C)C)C=C(C1)C(F)(F)F)(F)F